2-[(2-methoxyphenyl)amino]-7-oxo-8-phenyl-5-[2-(triisopropylsilyl)ethynyl]pyrido[2,3-d]pyrimidine-6-carboxylic acid COC1=C(C=CC=C1)NC=1N=CC2=C(N1)N(C(C(=C2C#C[Si](C(C)C)(C(C)C)C(C)C)C(=O)O)=O)C2=CC=CC=C2